N-(3-bromo-4-fluorophenyl)-N'-hydroxy-4-((1-(methylsulfonyl)azetidin-3-yl)thio)-1,2,5-oxadiazole-3-carboxamidine BrC=1C=C(C=CC1F)NC(=NO)C1=NON=C1SC1CN(C1)S(=O)(=O)C